C(C)(C)(C)OC(=O)N1CCC2(C(C=3N(N=NC3)C2)=NS(=O)C(C)(C)C)CC1 4'-((tert-butylsulfinyl)imino)-4'H,6'H-spiro[piperidine-4,5'-pyrrolo[1,2-c][1,2,3]triazole]-1-carboxylic acid tert-butyl ester